2-fluoro-N-((1-((4-methoxy-3-((2-methoxy-4,5-dimethylphenyl)sulfonamido)benzo[d]isoxazol-6-yl)methyl)-1H-pyrazol-4-yl)methyl)acrylamide FC(C(=O)NCC=1C=NN(C1)CC1=CC2=C(C(=NO2)NS(=O)(=O)C2=C(C=C(C(=C2)C)C)OC)C(=C1)OC)=C